bromopyrazolo[4,3-c]pyridine BrC1=NNC2=C1C=NC=C2